ClC=1C(=NC(=NC1)N1C[C@H]([C@@H](CC1)NC1=CC=C2C(=NN(C2=C1)C)[C@@H]1C(NC(CC1)=O)=O)C)NC=1C=C2CC(N(C2=CC1)C)=O (R)-3-(6-(((3R,4R)-1-(5-chloro-4-((1-methyl-2-oxoindolin-5-yl)amino)pyrimidin-2-yl)-3-methylpiperidin-4-yl)amino)-1-methyl-1H-indazol-3-yl)piperidine-2,6-dione